NC1=C(C#N)C(=CC=N1)CN1C(N(C(C1(C)C)=O)C1=CC=C(C=C1)SC(F)(F)F)=O 2-amino-4-((5,5-dimethyl-2,4-dioxo-3-(4-((trifluoromethyl)thio)phenyl)imidazolidin-1-yl)methyl)nicotinonitrile